(R)-N-(1-cyanopyrrolidin-3-yl)-7-(1,3-dimethyl-1H-pyrazol-4-yl)-N-methylimidazo[1,2-a]pyridine-3-carboxamide C(#N)N1C[C@@H](CC1)N(C(=O)C1=CN=C2N1C=CC(=C2)C=2C(=NN(C2)C)C)C